hydroxypropyl-L-glutamine [(3S)-1-methyl-5-oxo-pyrrolidin-3-yl]-4-[3-[2-(cyclopropoxy)-3-pyridyl]-6-methyl-pyrazolo[1,5-a]pyrimidin-5-yl]piperazine-1-carboxylate CN1C[C@H](CC1=O)C1N(CCN(C1)C1=NC=2N(C=C1C)N=CC2C=2C(=NC=CC2)OC2CC2)C(=O)O.OCCCN[C@@H](CCC(N)=O)C(=O)O